BrC1=C(C=C(C=C1)C(F)(F)F)F 1-bromo-2-fluoro-4-(trifluoromethyl)benzene